4-(difluoromethyl)-N-(1-methyl-4-piperidyl)pyrrolidin-3-carboxamid FC(C1C(CNC1)C(=O)NC1CCN(CC1)C)F